6-chloro-1-(3,4-dichlorophenyl)-N-phenyl-9H-carbazol-2-amine ClC=1C=C2C=3C=CC(=C(C3NC2=CC1)C1=CC(=C(C=C1)Cl)Cl)NC1=CC=CC=C1